1-{4-[1-(1-ethyl-propyl)-7-((R)-1-naphthalen-2-yl-ethylamino)-1H-pyrazolo[4,3-d]pyrimidin-5-yl]-piperazin-1-yl}-ethanone C(C)C(CC)N1N=CC=2N=C(N=C(C21)N[C@H](C)C2=CC1=CC=CC=C1C=C2)N2CCN(CC2)C(C)=O